oxygen compound with lithium [Li].[O]